7-bromo-4-methylphthalazin-1-amine BrC1=CC=C2C(=NN=C(C2=C1)N)C